FC=1C(=NC(=NC1)N1CC2C(C1)CNC2)C(C)(C)O 5-(5-fluoro-4-(2-hydroxyprop-2-yl)pyrimidin-2-yl)hexahydropyrrolo[3,4-c]pyrrole